nonadecane-1,4-diol C(CCC(CCCCCCCCCCCCCCC)O)O